4-[(1S)-1-[4-[(1S)-1-aminoethyl]phenyl]-2-cyclopropyl-ethyl]piperazine-1-carboxylic acid tert-butyl ester C(C)(C)(C)OC(=O)N1CCN(CC1)[C@@H](CC1CC1)C1=CC=C(C=C1)[C@H](C)N